(R)-2-(5-Chloro-1-oxoisoindolin-2-yl)-N-(4-(3-methylpyridin-2-yl)phenyl)propenamide ClC=1C=C2CN(C(C2=CC1)=O)C(C(=O)NC1=CC=C(C=C1)C1=NC=CC=C1C)=C